(3-(5-fluoro-1H-indol-7-yl)-1-methyl-1,2,5,6-tetrahydropyridin-2-yl)methanol FC=1C=C2C=CNC2=C(C1)C=1C(N(CCC1)C)CO